FC1=CC=C(C=C1)N1C=NN=C1C=1OC=CC1 4-(4-Fluorophenyl)-5-(furan-2-yl)-4H-1,2,4-triazol